CC1=C(C=C(C(=O)NC2=NC=CC(=C2)C(F)(F)F)C=C1)C#CC1=CC2=C(N(C=N2)C)C=C1 4-methyl-3-((1-methyl-1H-benzo[d]imidazol-5-yl)ethynyl)-N-(4-(trifluoromethyl)pyridin-2-yl)benzamide